C(=C)C1C2C=CC(C1)C2 5-vinyl-norbornene